COC(CN1C(N2C(C=3C=CC=CC13)=C(C=C2C(=O)OC(C)C)C2=CC=CC=C2)=O)=O Isopropyl 6-(2-methoxy-2-oxoethyl)-5-oxo-1-phenyl-5,6-dihydropyrrolo[1,2-c]quinazoline-3-carboxylate